8-Chloro-N-(1-(6,7-difluoro-4-oxo-3,4-dihydrophthalazin-1-yl)ethyl)-N-methylindolizine-2-carboxamide ClC1=CC=CN2C=C(C=C12)C(=O)N(C)C(C)C1=NNC(C2=CC(=C(C=C12)F)F)=O